tert-Butyl [(1R)-1-phenyl-3-(prop-2-yn-1-yloxy)propyl]carbamate C1(=CC=CC=C1)[C@@H](CCOCC#C)NC(OC(C)(C)C)=O